C(CCC)C=1C=C(C=C(C1O)CCCC)SC1=CC(=C(C(=C1)CCCC)O)CCCC bis(3,5-dibutyl-4-hydroxyphenyl) thioether